3-(tetramethyl-1,3,2-dioxaborolan-2-yl)pyrazolo[1,5-a]pyrimidine CC1(C(OB(O1)C=1C=NN2C1N=CC=C2)(C)C)C